((S)-4-(2,6-dimethoxy-4-(2-methyl-3-propyloctan-2-yl)phenyl)-6,6-dimethylbicyclo[3.1.1]hept-2-en-2-yl)methanol COC1=C(C(=CC(=C1)C(C)(C(CCCCC)CCC)C)OC)C1C=C([C@@H]2C(C1C2)(C)C)CO